2-methoxy-4,6-bis(tribromomethyl)-sym-triazine COC1=NC(=NC(=N1)C(Br)(Br)Br)C(Br)(Br)Br